4-[[3-[4-[2-[4-[(1-benzyl-4-piperidyl)oxy]-1-piperidyl]acetyl]piperazine-1-carbonyl]-4-fluoro-phenyl]methyl]-2H-phthalazin-1-one C(C1=CC=CC=C1)N1CCC(CC1)OC1CCN(CC1)CC(=O)N1CCN(CC1)C(=O)C=1C=C(C=CC1F)CC1=NNC(C2=CC=CC=C12)=O